glyceryl-ethyl-phosphocholine C(C(O)CO)C(OP(=O)([O-])O)(C[N+](C)(C)C)CC